B(F)(F)F.C(C)(C)(C)OC(=O)N1C(CCC1)[K] (1-(tert-butoxycarbonyl)pyrrolidin-2-yl)potassium trifluoroborate